6-(cyclopropanecarboxamido)pyridine-3-carboxamide C1(CC1)C(=O)NC1=CC=C(C=N1)C(=O)N